1-(6-amino-4-meth-ylpyridin-3-yl)-6-chloro-7-(1,3-dihydro-2H-pyrrolo[3,4-c]pyridin-2-yl)-4-oxo-1,4-dihydro-1,8-naphthyridine-3-carboxylic acid NC1=CC(=C(C=N1)N1C=C(C(C2=CC(=C(N=C12)N1CC=2C=NC=CC2C1)Cl)=O)C(=O)O)C